tert-butyl methyl((4-(2-(trifluoromethyl)pyridin-4-yl)-1,3-dihydroisobenzofuran-1-yl)methyl)carbamate CN(C(OC(C)(C)C)=O)CC1OCC2=C(C=CC=C12)C1=CC(=NC=C1)C(F)(F)F